ClC=1C=C2C(C=C(OC2=CC1Cl)C1=CC=C(C(=O)OC)C=C1)=O methyl 4-(6,7-dichloro-4-oxo-4H-chromen-2-yl)benzoate